COC1=C(C=CC=C1)NS(=O)(=O)C=1C=C(C=CC1)NC(=O)C=1C=[N+](C=CC1)[O-] 3-((3-(N-(2-methoxyphenyl)sulfamoyl)phenyl)carbamoyl)pyridine 1-oxide